C(C)(C)(C)[Si](OC1CN(CCC1)C1=C(C=C2C(=N1)N=C(S2)N2CCOCC2)N)(C)C 5-(3-((tertbutyldimethylsilyl)oxy)piperidin-1-yl)-2-morpholinothiazolo[4,5-b]pyridin-6-amine